C(CC)S(=O)(=O)C1=CC=C(C=C1)CO (4-(propylsulfonyl)phenyl)methanol